(4R)-4-amino-1-[4-[4-[6-chloro-4-[difluoro-[(2S)-morpholin-2-yl]methyl]-2-pyridyl]piperazin-1-yl]sulfonylphenyl]pyrrolidin-2-one boron zinc aluminum silicate [Si]([O-])([O-])([O-])[O-].[Al+3].[Zn+2].[B+3].N[C@@H]1CC(N(C1)C1=CC=C(C=C1)S(=O)(=O)N1CCN(CC1)C1=NC(=CC(=C1)C([C@@H]1CNCCO1)(F)F)Cl)=O.[Si]([O-])([O-])([O-])[O-]